C(C)OC(C(C(=O)OCC)C1=C(C=CC2=CN(N=C12)CC1=C2C=CN(C2=C(C=C1OC)C)C(=O)OC(C)(C)C)C#N)=O.CC=1C(=NC=C(C1)C1N(C)CCC1)C1=C(C=C(C=C1Cl)Cl)N methyl-2-amino-4,6-dichlorophenyl-nicotine diethyl-2-(2-((1-(tert-butoxycarbonyl)-5-methoxy-7-methyl-1H-indol-4-yl)methyl)-6-cyano-2H-indazol-7-yl)malonate